(R)-4-(1-Phenylethoxy)benzoic acid methyl ester COC(C1=CC=C(C=C1)O[C@H](C)C1=CC=CC=C1)=O